N-[3-(4-Fluorophenyl)propyl]-N-methyl-1-(7-methylthieno[3,2-d]pyrimidin-4-yl)-4-piperidylamine FC1=CC=C(C=C1)CCCN(C)C1CCN(CC1)C=1C2=C(N=CN1)C(=CS2)C